C(C)ONC(C1=CN=C(C=C1NC1=C(C=CC=C1)NS(=O)(=O)C)NC1=NC(=CC=C1)F)=O n-ethoxy-6-((6-fluoropyridin-2-yl)amino)-4-((2-(methanesulfonamido)phenyl)amino)nicotinamide